ClC=1C(=C2C=NNC2=C(C1F)N(C)C)C=1C=CC=2N(C1)C=C(N2)NC(=O)[C@@H]2[C@@H](C2)F (1R,2R)-N-(6-(5-chloro-7-(dimethylamino)-6-fluoro-1H-indazol-4-yl)imidazo[1,2-a]pyridin-2-yl)-2-fluorocyclopropane-1-carboxamide